CC=1N(C(=NC1)CN1CCC(CC1)OC1=NC(=CC=C1)COC1=C(C=C(C=C1)C#N)F)CC1=CN=CN1CC methyl-2-((4-((6-((4-cyano-2-fluorophenoxy)methyl)pyridin-2-yl)oxy)piperidin-1-yl)methyl)-3-((1-ethyl-1h-imidazol-5-yl)methyl)-3H-imidazole